C(CCCCC)(=O)OCC=C Allyl Caproate